1-METHYL-1H-PYRAZOLE-3-CARBALDEHYDE CN1N=C(C=C1)C=O